FC1(CCC(CC1)C1=NC=CC(=C1NC(=O)C=1C=NC(=NC1)C(=O)N1CCOCC1)C1=C(C=CC(=C1)F)F)F N-(2-(4,4-difluorocyclohexyl)-4-(2,5-difluorophenyl)pyridin-3-yl)-2-(morpholine-4-carbonyl)pyrimidine-5-carboxamide